rac-(7S)-7-tert-butyl-N-[rac-(1R)-3-(4-hydroxy-1-piperidyl)-1-[3-[[rac-(3R)-1-methylpyrrolidin-3-yl]carbamoyl]phenyl]propyl]-5,6,7,8-tetrahydrothiazolo[5,4-b]quinoline-2-carboxamide C(C)(C)(C)[C@@H]1CC=2C=C3C(=NC2CC1)SC(=N3)C(=O)N[C@H](CCN3CCC(CC3)O)C3=CC(=CC=C3)C(N[C@H]3CN(CC3)C)=O |r|